(4-(1H-pyrazol-4-yl)phenyl)spiro[indoline-2,3'-pyrrolidine] N1N=CC(=C1)C1=CC=C(C=C1)N1CC2(CC1)NC1=CC=CC=C1C2